[3-(aminomethyl)phenyl]carbamic acid tert-butyl ester C(C)(C)(C)OC(NC1=CC(=CC=C1)CN)=O